Benzyl ((4-(((S)-1-((R)-2-amino-2-cyclopropylacetyl)azetidine-2-carboxamido)methyl)phenyl)(imino)methyl)carbamate N[C@@H](C(=O)N1[C@@H](CC1)C(=O)NCC1=CC=C(C=C1)C(=N)NC(OCC1=CC=CC=C1)=O)C1CC1